(5-amino-1-{6-[(2,6-difluorophenyl)oxy]-4-methylpyridin-3-yl}pyrazol-4-yl)[6-(1-methylazetidin-3-yl)-5,6,7,8-tetrahydro-1H-pyrrolo[2,3-e]pyrido[3,4-b]pyridin-2-yl]methanone NC1=C(C=NN1C=1C=NC(=CC1C)OC1=C(C=CC=C1F)F)C(=O)C1=CC2=C(C=C3C(=N2)CN(CC3)C3CN(C3)C)N1